[O-2].[O-2].[O-2].[O-2].[Mn+2].[Fe+2] iron manganese tetroxide